Cl.ClC1=CC=C2C(=CNC2=C1)CC(=O)C1NCC2CNCC(C21)C(=O)N[C@H](C(=O)NC)CCCC2=CC=CC=C2 (2-(6-chloro-1H-indol-3-yl)acetyl)-N-((S)-1-(methylamino)-1-oxo-5-phenylpentan-2-yl)octahydro-1H-pyrrolo[3,4-c]Pyridine-7-carboxamide hydrochloride